2-(4-aminophenyl)-1,3-benzoxazol-5-amine NC1=CC=C(C=C1)C=1OC2=C(N1)C=C(C=C2)N